[Si](C1=CC=CC=C1)(C1=CC=CC=C1)(C(C)(C)C)O[C@@H]1C[C@H]2C[C@H]([C@@H]1C2)C(=O)O |r| rac-(1S,2R,4R,6R)-6-((tert-butyldiphenylsilyl)oxy)bicyclo[2.2.1]heptane-2-carboxylic acid